2-fluoro-5-[(2R)-2-methylmorpholin-4-yl]-3-(trifluoromethyl)aniline FC1=C(N)C=C(C=C1C(F)(F)F)N1C[C@H](OCC1)C